C1(CC1)N1N=CC(=C1)[C@@H]1CN(C[C@@H](O1)C)C1=CC=2C(=NC=C(N2)C)C(=N1)C1=C(C=C(C=C1)F)F (2R,6S)-2-(1-cyclopropyl-1H-pyrazol-4-yl)-4-(5-(2,4-difluorophenyl)-2-methylpyrido[3,4-b]pyrazin-7-yl)-6-methylmorpholine